2-tert-butyl 3-methyl 7-bromo-4-oxo-3,4-dihydroisoquinoline-2,3(1H)-dicarboxylate BrC1=CC=C2C(C(N(CC2=C1)C(=O)OC(C)(C)C)C(=O)OC)=O